C(#N)C1(CC1)C1=CC=CC(=N1)C(=O)NC=1C=NN(C1)CC1CCC1 6-(1-cyanocyclopropyl)-N-(1-(cyclobutylmethyl)-1H-pyrazol-4-yl)picolinamide